COC(OCC(C)(C)N1C=NC2=C1C(=CC(=C2)C(=O)OC)C=2C=NC=NC2)OC Methyl 1-(1-(dimethoxy-methoxy)-2-methylpropan-2-yl)-7-(pyrimidin-5-yl)-1H-benzo[d]imidazole-5-carboxylate